C(C)OC(C1=C(C(=CC=C1)[N+](=O)[O-])C(=O)Cl)=O 2-(chlorocarbonyl)-3-nitrobenzoic acid ethyl ester